COC1=NC=C(C=C1S(=O)(=O)N1CCOC2(CCN(C2)C2CCOCC2)C1)C 9-((2-Methoxy-5-methylpyridin-3-yl)sulfonyl)-2-(tetrahydro-2H-pyran-4-yl)-6-oxa-2,9-diazaspiro[4.5]decane